C1(=CC(=CC(=C1)S(=O)(=O)Cl)S(=O)(=O)Cl)S(=O)(=O)Cl 1,3,5-benzenetrisulfonyl chloride